N-(cyclopropylmethyl)-2-methoxy-3-[3-(pyrrolidin-1-yl)propoxy]-6H,7H,8H,9H,10H-cyclohepta[b]quinolin-11-amine C1(CC1)CNC1=C2C(=NC3=CC(=C(C=C13)OC)OCCCN1CCCC1)CCCCC2